1-[3-(hydroxyethyl)-6-[5-[(6-methylpyridazin-3-yl)amino]benzimidazol-1-yl]-2-pyridyl]-4-methyl-pyrazole-3-carbonitrile OCCC=1C(=NC(=CC1)N1C=NC2=C1C=CC(=C2)NC=2N=NC(=CC2)C)N2N=C(C(=C2)C)C#N